(S)-2-(5-(4-(2-methoxyphenyl)-3,4-dihydro-1H-benzo[4,5]imidazo[2,1-c][1,4]oxazin-7-yl)pyrimidin-2-yl)propan-2-ol COC1=C(C=CC=C1)[C@@H]1N2C(COC1)=NC1=C2C=C(C=C1)C=1C=NC(=NC1)C(C)(C)O